4-(2-(4-bromo-2-fluorophenoxy)-5-(ethylsulfonylamino)phenyl)-2,6-lutidine 1-oxide BrC1=CC(=C(OC2=C(C=C(C=C2)NS(=O)(=O)CC)C=2C=C([N+](=C(C2)C)[O-])C)C=C1)F